4-[4'-(benzoyl)phenylthio]phenyl-bis(4-fluorophenyl)sulfonium hexafluorophosphate F[P-](F)(F)(F)(F)F.C(C1=CC=CC=C1)(=O)C1=CC=C(C=C1)SC1=CC=C(C=C1)[S+](C1=CC=C(C=C1)F)C1=CC=C(C=C1)F